4-Vinylbiphenyl C(=C)C1=CC=C(C=C1)C1=CC=CC=C1